L-Lysine HCL Cl.N[C@@H](CCCCN)C(=O)O